C(C1=CC=CC=C1)N1C[C@@H](CCC1)NCC1(CC1)C (R)-1-benzyl-N-((1-methylcyclopropyl)methyl)piperidin-3-amine